lithium bisfluoro-sulfimide FS(=N)F.[Li]